N=1C=CN2C1N=CC(=C2)C=2C=CN1N=C(N=CC12)NC1CN(C1)C 5-(imidazo[1,2-a]pyrimidin-6-yl)-N-(1-methylazetidin-3-yl)pyrrolo[2,1-f][1,2,4]triazin-2-amine